O\C=C/C1=CC(=C(C(=O)OC)C=C1)C (Z)-methyl 4-(2-hydroxyvinyl)-2-methylbenzoate